C(CCC)SC1=C(C(OC2=CC(=CC=C12)N(CC(=O)OC)CC)=O)C=C(C(=O)OCC)C1=CCN(C=C1)CCO 4-(1-(4-(butylsulfanyl)-7-(ethyl-(2-methoxy-2-oxoethyl)amino)-2-oxo-2H-chromen-3-yl)-3-ethoxy-3-oxoprop-1-en-2-yl)-1-(2-hydroxyethyl)pyridine